ethyl 2-amino-4-(furan-2-yl)-6-((2-methoxybenzyl)amino)pyrimidine-5-carboxylate NC1=NC(=C(C(=N1)C=1OC=CC1)C(=O)OCC)NCC1=C(C=CC=C1)OC